C(C1=CC=CC=C1)N1C([C@@H](CC2=CC(=C(C=C12)F)NC(=O)NC(C)(C)C)C)=O 1-[(3R)-1-benzyl-7-fluoro-3-methyl-2-oxo-3,4-dihydroquinolin-6-yl]-3-tert-butylurea